C(=O)(O)C1=CC=C(C=C1)C=1C=CC(=NC1)C1=NC=C(C=C1)C1=CC=C(C=C1)C(=O)O 5,5'-bis(4-carboxy-phenyl)-2,2'-bipyridine